3-({[(1R)-6-[methyl-(4-methylphenyl)amino]-1,2,3,4-tetrahydronaphthalen-1-yl]methyl}amino)pyridine-4-carboxylic acid CN(C=1C=C2CCC[C@H](C2=CC1)CNC=1C=NC=CC1C(=O)O)C1=CC=C(C=C1)C